N-[3-chloro-4-[4-(piperidine-4-carbonyl)piperazine-1-carbonyl]phenyl]-5-[6-methoxy-2-(trifluoromethyl)-3-pyridinyl]-1-methyl-imidazole-2-carboxamide ClC=1C=C(C=CC1C(=O)N1CCN(CC1)C(=O)C1CCNCC1)NC(=O)C=1N(C(=CN1)C=1C(=NC(=CC1)OC)C(F)(F)F)C